1-(6-methanesulfonamidopyridin-3-yl)-4-oxo-1,4-dihydroquinoline-3-carboxylic acid CS(=O)(=O)NC1=CC=C(C=N1)N1C=C(C(C2=CC=CC=C12)=O)C(=O)O